ClC=1C(=CC=C2C(=CN(C12)C(=O)OC(C)(C)C)I)F tert-butyl 7-chloro-6-fluoro-3-iodoindole-1-carboxylate